6-(4-fluoro-3-methyl-phenyl)-1-[(4-methyl-3-pyridyl)methyl]-3H-imidazo[4,5-b]pyridin-2-one FC1=C(C=C(C=C1)C=1C=C2C(=NC1)NC(N2CC=2C=NC=CC2C)=O)C